N1CC(C1)([2H])C1=CC=C(C=N1)N1N=CC2=NC(=C(C=C21)OC)C2=C1CCCC1=CC=C2 (6-(azetidin-3-yl-3-d)pyridin-3-yl)-5-(2,3-dihydro-1H-inden-4-yl)-6-methoxy-1H-pyrazolo[4,3-b]pyridine